t-butyl ((2S)-1-((3S,5S)-3-carbamoyl-9-methoxy-7-(4-methoxybenzyl)-6-oxo-2,7-diazaspiro[4.4]nonan-2-yl)-3-cyclopropyl-1-oxopropan-2-yl)(methyl)carbamate C(N)(=O)[C@H]1N(C[C@]2(C1)C(N(CC2OC)CC2=CC=C(C=C2)OC)=O)C([C@H](CC2CC2)N(C(OC(C)(C)C)=O)C)=O